FC1(C2=CC=CC=C2C=2C=C(C=CC12)CN)F (9,9-difluoro-9H-fluoren-3-yl)methylamine